6-(cyclopropylmethoxy)-N-[(2S)-1-{[3-fluoro(3,3-dideuterio)propyl]oxy}-4-methylpentan-2-yl]-5-(pyrrolidin-1-yl)pyridine-2-carboxamide C1(CC1)COC1=C(C=CC(=N1)C(=O)N[C@H](COCCC([2H])([2H])F)CC(C)C)N1CCCC1